FC(C(F)(F)F)=CC(C)OC(C(C(F)(F)F)(F)F)(F)F tetrafluoro-4-(heptafluoropropoxy)-2-pentene